OC1=C(C=CC=2C=CC3=CC=CC=C3C12)C=1C=CC=2C=CC3=CC=CC=C3C2C1O 4,4'-dihydroxy-3,3'-biphenanthrene